FC1=C(C=C(C(=C1)C)C)F 1,2-difluoro-4,5-xylene